bis(α,α-dimethylbenzyl)peroxide CC(C1=CC=CC=C1)(C)OOC(C1=CC=CC=C1)(C)C